CC(CCCO)C 4-methyl-pentanol